(5-bromo-2-nitrophenyl)acetamide BrC=1C=CC(=C(C1)CC(=O)N)[N+](=O)[O-]